1-((4-chlorophenyl)sulfonyl)-5-(4-fluorophenyl)-1H-pyrrole-3-carbaldehyde ClC1=CC=C(C=C1)S(=O)(=O)N1C=C(C=C1C1=CC=C(C=C1)F)C=O